2-[2-fluoro-4-(trifluoromethyl)phenyl]-4,4,5,5-tetramethyl-1,3,2-dioxaborolane FC1=C(C=CC(=C1)C(F)(F)F)B1OC(C(O1)(C)C)(C)C